FS(C1=CC(=CC=C1)\C=C\C1=CC=C(C=C1)OC)(F)(F)(F)F (E)-pentafluoro(3-(4-methoxystyryl)phenyl)-lambda6-Sulfane